tert-Butyl 4-{[3-(5-cyano-4-methyl-1H-1,2,3-benzotriazol-1-yl)propoxy]methyl}benzoate C(#N)C1=C(C2=C(N(N=N2)CCCOCC2=CC=C(C(=O)OC(C)(C)C)C=C2)C=C1)C